(2S,4R)-1-((S)-2-(1-fluorocyclopropanecarboxamido)-3,3-dimethylbutanoyl)-4-hydroxy-N-(4-(4-methylthiazol-5-yl)-2-(4-oxobutoxy)benzyl)pyrrolidine-2-carboxamide FC1(CC1)C(=O)N[C@H](C(=O)N1[C@@H](C[C@H](C1)O)C(=O)NCC1=C(C=C(C=C1)C1=C(N=CS1)C)OCCCC=O)C(C)(C)C